C(#N)C=1C=C(C=CC1)C[C@H](C(=O)[O-])O (2R)-3-(3-cyanophenyl)-2-hydroxypropionate